2,2-bis[4-(2,3-dibromopropoxyl)-3,5-dibromophenyl]propane BrC(COC1=C(C=C(C=C1Br)C(C)(C)C1=CC(=C(C(=C1)Br)OCC(CBr)Br)Br)Br)CBr